C1(CCC1)OC1=CC=C2C(=N1)NC(=C2)C(=O)O 6-(cyclobutoxy)-1H-pyrrolo[2,3-b]pyridine-2-carboxylic acid